O=C1N(C(CC1)=O)C(C(=O)[O-])CCCC(=O)NCC(=O)ON1C(CCC1=O)=O.FC1=C(C2=C(C(=C(C(=C2C(=C1F)F)F)F)F)F)[B-](C1=C(C(=C(C2=C(C(=C(C(=C12)F)F)F)F)F)F)F)(C1=C(C(=C(C2=C(C(=C(C(=C12)F)F)F)F)F)F)F)C1=C(C(=C(C2=C(C(=C(C(=C12)F)F)F)F)F)F)F.C(CCCCCCCCCCCCCCCCC)[NH+](C)CCCCCCCCCCCCCCCCCC.C(CCCCCCCCCCCCCCCCC)[NH+](CCCCCCCCCCCCCCCCCC)C dioctadecyl-methylammonium tetrakis(perfluoronaphthyl)borate 2,5-dioxopyrrolidin-1-yl-6-((2-((2,5-dioxopyrrolidin-1-yl)oxy)-2-oxoethyl)amino)-6-oxohexanoate